(chloromethyl)-4-octyl-pyridine ClCC1=NC=CC(=C1)CCCCCCCC